COC(=O)C=1C=CC2=C(N(C(=N2)CN2CCC(CC2)C2=NC(=CC=C2)OCC2=CC=C(C=3C=COC32)Cl)CCOC)C1 2-((4-(6-((4-chlorobenzofuran-7-yl)methoxy)pyridin-2-yl)piperidin-1-yl)methyl)-1-(2-methoxyethyl)-1H-benzo[d]imidazole-6-carboxylic acid methyl ester